Cl.O=C1N(C=CC=C1CN1C(NC(CC1)=O)=O)CCN1CCC(CC1)OC1CCNCC1 1-((2-oxo-1-(2-(4-(piperidin-4-yloxy)piperidin-1-yl)ethyl)-1,2-dihydropyridin-3-yl)methyl)dihydropyrimidine-2,4(1H,3H)-dione hydrochloride